C(C)(C)(C)OC(=O)C=1C=NC(=CC1)C(F)(F)F 6-(trifluoromethyl)pyridine-3-carboxylic acid tert-butyl ester